(trifluoromethyl)-1,3-dihydroimidazo[1,2-a]pyrimidine-2,5-dione FC(F)(F)N1C(CN2C1=NC=CC2=O)=O